NC1(CC(CN(C1)CC(CCCC)CC)CC(CCCC)CC)C 5-amino-1,3-bis(2-ethylhexyl)-5-methyl-hexahydropyridine